ClC=1N=C2C(=C(C(N(C2=CC1)C)=O)C#N)N1CCN(CC1)CC1=C(C=C(C=C1)Cl)O 6-chloro-4-{4-[(4-chloro-2-hydroxyphenyl)methyl]piperazin-1-yl}-1-methyl-2-oxo-1,2-dihydro-1,5-naphthyridine-3-carbonitrile